C12CCCC(CC1)CC2 bicyclo[3.2.2]-nonane